Di-n-decylmethylammonium C(CCCCCCCCC)[NH+](C)CCCCCCCCCC